ClC=1C=C2C(=C3C1NC(NC31CCCCC1)=O)OC(=N2)C(=O)N2CCN(CC2)CC(F)F 5-chloro-2-[4-(2,2-difluoroethyl)piperazine-1-carbonyl]-7,8-dihydro-6H-spiro[[1,3]oxazolo[5,4-f]quinazoline-9,1'-cyclohexane]-7-one